[Si](C)(C)(C(C)(C)C)OCC(/C=C(/C(=O)OCC)\C)CO[Si](C)(C)C(C)(C)C ethyl (E)-5-[tert-butyl(dimethyl)silyl]oxy-4-[[tert-butyl(dimethyl)silyl]oxymethyl]-2-methyl-pent-2-enoate